tert-butyl (3-(6-fluoropyridin-3-yl)-2-methoxyphenyl)carbamate FC1=CC=C(C=N1)C=1C(=C(C=CC1)NC(OC(C)(C)C)=O)OC